ClC=1C2=C(N=C(N1)C)C=NC(=C2)N2CCCCC2 4-chloro-2-methyl-6-(piperidin-1-yl)pyrido[3,4-d]pyrimidine